COC=1C=C(C=NC1)NC(=N)C1(CCNCC1)C N-(5-methoxypyridin-3-yl)-4-methylpiperidine-4-carboxamidine